7-((2R,4S)-2-(1-cyclopropyl-1H-pyrazol-4-yl)tetrahydro-2H-pyran-4-yl)-2,3-dimethyl-5-(3-(trifluoromethyl)bicyclo[1.1.1]pentan-1-yl)pyrido[3,4-b]pyrazine C1(CC1)N1N=CC(=C1)[C@@H]1OCC[C@@H](C1)C1=CC=2C(=NC(=C(N2)C)C)C(=N1)C12CC(C1)(C2)C(F)(F)F